N1CC2(C=3C1=NC=CC3)CC=3C=C(NC3CC2)C(=O)N 1,1',2',4,6,7-hexahydrospiro[indole-5,3'-pyrrolo[2,3-b]pyridine]-2-carboxamide